C(C)(C)(C)OC(=O)N1CC=C(CC1)C=1C2=C(N=C(N1)N1CCOCC1)N(CC2)C=2C=NC=CC2 4-(2-morpholino-7-(pyridin-3-yl)-6,7-dihydro-5H-pyrrolo[2,3-d]pyrimidin-4-yl)-5,6-dihydropyridine-1(2H)-carboxylic acid tert-butyl ester